4-Chloro-4'-((4-oxocyclohexyl)methanesulfonyl)-(1,1'-biphenyl)-2-carbonitrile ClC=1C=C(C(=CC1)C1=CC=C(C=C1)S(=O)(=O)CC1CCC(CC1)=O)C#N